(1-(2-(dimethylamino) ethyl)-1H-pyrazol-4-yl) borate B(OC=1C=NN(C1)CCN(C)C)([O-])[O-]